(E)-6-(2-(4-((5-Cyclopropyl-3-(3,5-dichloropyridin-4-yl)isoxazol-4-yl)methoxy)bicyclo[2.2.2]octan-1-yl)vinyl)imidazo[1,2-a]pyridin C1(CC1)C1=C(C(=NO1)C1=C(C=NC=C1Cl)Cl)COC12CCC(CC1)(CC2)/C=C/C=2C=CC=1N(C2)C=CN1